CC1=CC=C(C(=O)NC2=CC(=C(C=C2)C)NC2=NC=CC=C2C2=C3N=CN(C3=NC=N2)C2OCCCC2)C=C1 4-methyl-N-(4-methyl-3-((3-(9-(tetrahydro-2H-pyran-2-yl)-9H-purin-6-yl)pyridin-2-yl)amino)phenyl)benzamide